ClC=1C=C(C=C2C(=C(C=NC12)C#N)NC1=CC(=C(C=C1)F)Cl)N[C@@H](C=1C=NC=CC1)C=1N=NN(C1)C (S)-8-chloro-4-((3-chloro-4-fluorophenyl)amino)-6-(((1-methyl-1H-1,2,3-triazol-4-yl)(pyridin-3-yl)methyl)amino)quinoline-3-carbonitrile